17α-hydroxy-3-oxocholest-4-enoic acid O[C@]1([C@@H](CCCC(C(=O)O)C)C)CC[C@H]2[C@@H]3CCC4=CC(CC[C@]4(C)[C@H]3CC[C@]12C)=O